Nitrosoamide N(=O)[NH-]